O=C1NC2=C(SC3=C1C=CC(=C3)C(=O)O)C=CC(=C2)C(NCCC2=CC=CC=C2)=O 11-oxo-8-(phenethylcarbamoyl)-10,11-dihydrodibenzo[b,f][1,4]thiazepine-3-carboxylic acid